tert-butyl ((5-((4-((3-hydroxypropyl)thio)phenyl)sulfonyl)thiophen-2-yl)methyl)carbamate OCCCSC1=CC=C(C=C1)S(=O)(=O)C1=CC=C(S1)CNC(OC(C)(C)C)=O